CN(C)CCN1N=CC(=C1)[N+](=O)[O-] N,N-dimethyl-2-(4-nitro-1H-pyrazol-1-yl)ethylamine